7-(hydroxymethyl)-5-[[4-(2-methylpropyloxy)phenyl]methyl]-5-azaspiro[2.5]octan-6-one OCC1C(N(CC2(CC2)C1)CC1=CC=C(C=C1)OCC(C)C)=O